C(#N)C1=CC(=C(OCC=2C=C(C=CC2F)[C@H]2CN(CC2)CC2=NC3=C(N2C[C@H]2OCC2)C=C(C=C3)C(=O)O)C=C1)F 2-{[(3S)-3-{3-[(4-cyano-2-fluorophenoxy)methyl]-4-fluorophenyl}pyrrolidin-1-yl]methyl}-1-{[(2S)-oxetan-2-yl]methyl}-1H-1,3-benzodiazole-6-carboxylic acid